OP(O)(O)=O hydroxyl-phosphonic acid